S(=O)(=O)([O-])[O-].C(=C)C1=CC=C(C[N+]2=CC=CC=C2)C=C1.C(=C)C1=CC=C(C[N+]2=CC=CC=C2)C=C1 (4-vinylbenzyl)-pyridinium sulfate